ClC1=C(C=CC=C1)[C@H](C(C)C)CC(C)(S(=O)N)C ((S)-1-(2-chlorophenyl)-2-methylpropyl)-2-methylpropane-2-sulfinamide